NC1=CC=C(C=C1)[N-]C(\C(=C\C1=CC=C(C=C1)O)\C#N)=O (E)-N-(4-aminophenyl)-α-cyano-4-hydroxycinnamoyl-amide